(1S,8aR)-1,4,4,6-tetramethyl-2,3,3a,4,5,8-hexahydro-1H-5,8a-methanoazulene C[C@H]1CCC2C(C3C(=CC[C@@]12C3)C)(C)C